BrC=1N=NN(C1C)C1CCN(CC1)C(=O)OC(C)(C)C tert-Butyl 4-(4-bromo-5-methyl-triazol-1-yl)piperidine-1-carboxylate